N1=CN=C2NC=NC2=C1C=1C(=NC=CC1)NC=1C=C(C=CC1C)NC(C1=CN=C(C(=C1)C#N)C(F)(F)F)=O N-(3-((3-(9H-purin-6-yl)pyridin-2-yl)amino)-4-methylphenyl)-5-cyano-6-(trifluoromethyl)nicotinamide